CC1=C(C=C(C(=O)O)C=C1)S(=O)C 4-methyl-3-(methylsulfinyl)benzoic acid